OCCN(CCCCCCN(CCO)C(C)C)O N-hydroxyethyl-N-hydroxyisopropyl-N'-hydroxyethyl-hexamethylenediamine